OC=1CN(CC(C1C(=O)OCC)=O)C(=O)OC(C)(C)C 1-tertiary-butyl 4-ethyl 3-hydroxy-5-oxo-5,6-dihydropyridine-1,4(2H)-dicarboxylate